ethyl 1-(2-(1-benzylpiperidin-4-yl)ethyl)-4-(6-bromo-4-oxo-4H-chromen-3-yl)-6-methyl-2-oxo-1,2,3,4-tetrahydropyrimidine-5-carboxylate C(C1=CC=CC=C1)N1CCC(CC1)CCN1C(NC(C(=C1C)C(=O)OCC)C1=COC2=CC=C(C=C2C1=O)Br)=O